tert-butyl N-[tricyclo[6.2.0.03,6]deca-1,3(6),7-trien-2-yl]carbamate C12=C(C=3CCC3C=C2CC1)NC(OC(C)(C)C)=O